(4-methylbenzyl)(triphenyl)phosphonium bromide [Br-].CC1=CC=C(C[P+](C2=CC=CC=C2)(C2=CC=CC=C2)C2=CC=CC=C2)C=C1